Vinylidenchlorid Vinylacetat C(=C)CC(=O)O.C(=C)(Cl)Cl